CNC(C)C(C)C N,3-dimethylbutane-2-amine